C(C)N(CCC1=CNC2=CC=C(C=C12)F)C N-eth-yl-2-(5-fluoro-1H-indol-3-yl)-N-methylethan-1-amine